C(C)(C)NC1=NC2=C(N1)C=C(C=C2C(F)(F)F)C(F)(F)F N-isopropyl-4,6-bis(trifluoromethyl)-1H-benzo[d]imidazol-2-amine